2,3'-dibromoacetophenone BrCC(=O)C1=CC(=CC=C1)Br